2-[[4-(4-Oxo-5-propyl-3H-imidazo[2,1-b]purin-2-yl)pyrazol-1-yl]methyl]benzonitril O=C1C=2NC(=NC2N2C(N1CCC)=NC=C2)C=2C=NN(C2)CC2=C(C#N)C=CC=C2